4-(3-(6,7-dihydropyrazolo[1,5-a]pyrimidin-4(5H)-yl-5,5,6,6,7,7-d6)-7,8-dihydro-1,6-naphthyridin-6(5H)-yl)-6-fluoroquinazoline N1=CC=C2N1C(C(C(N2C=2C=NC=1CCN(CC1C2)C2=NC=NC1=CC=C(C=C21)F)([2H])[2H])([2H])[2H])([2H])[2H]